C1=CC=NC(=C1)NC2=CC=C(C=C2)Br N-(4-bromophenyl)pyridin-2-amine